CN1C=CC2=CC=CC(=C12)NS(=O)(=O)C=1C=NN(C1)C1=NC=CC(=C1)C(F)(F)F N-(1-METHYLINDOL-7-YL)-1-[4-(TRIFLUORO-METHYL)PYRIDIN-2-YL]PYRAZOLE-4-SULFONAMIDE